ClC1=C(C=CC(=C1)C(F)(F)F)N1C(SC2=C1C=CC(=C2)OC(C(=O)N(C)CC2=CC=CC=C2)C)=O (3-(2-chloro-4-(trifluoromethyl)phenyl)-2-oxo-2,3-dihydrobenzothiazol-6-yloxy)-N-benzyl-N-methylpropanamide